6-amino-2-[3,5-dichloro-4-[(5-isopropyl-6-oxo-1H-pyridazin-3-yl)oxy]-2-methyl-phenyl]-4H-1,2,4-triazine-3,5-dione NC=1C(NC(N(N1)C1=C(C(=C(C(=C1)Cl)OC1=NNC(C(=C1)C(C)C)=O)Cl)C)=O)=O